2-epoxycyclohexanediglycidyl ether C123C(CCCC1)(O2)C2C(COCC1C3O1)O2